CN(C1=C(C=C(S1)C=O)C1=CC=CC=C1)C 5-(dimethylamino)-4-phenylthiophene-2-carbaldehyde